NC1=C(N=C2N1C=CC=C2C=2C(=NC=CC2)F)C(=O)NCCC 3-Amino-8-(2-fluoropyridin-3-yl)-N-propylimidazo[1,2-a]pyridine-2-carboxamide